2-(3,3,3-trifluoropropyl)succinamide FC(CCC(C(=O)N)CC(=O)N)(F)F